N-tertbutylacrylamide C(C)(C)(C)NC(C=C)=O